C(=O)=CCC(=O)O carbonyl-3-propanoic acid